1-(4-((2-aminophenyl)amino)piperidin-1-yl)-2-(4-(trifluoromethyl)phenyl)ethan-1-one NC1=C(C=CC=C1)NC1CCN(CC1)C(CC1=CC=C(C=C1)C(F)(F)F)=O